C(C)(C)(C)OC(=O)N1C[C@@H]2COC3=C(CN2CC1)C=C(C(=C3Cl)C3=C(C=CC=C3O)Cl)F (12aR)-10-chloro-9-(2-chloro-6-hydroxyphenyl)-8-fluoro-3,4,12,12a-tetrahydro-6H-pyrazino[2,1-C][1,4]benzooxazepine-2(1H)-carboxylic acid tert-butyl ester